COC1=CC=C(C=C1)NC(=O)C=1N=NN(C1)CC1=CC=C(C=C1)C1=NOC(=N1)C(F)(F)F N-(4-methoxyphenyl)-1-[[4-[5-(trifluoromethyl)-1,2,4-oxadiazol-3-yl]phenyl]methyl]triazole-4-carboxamide